FC([C@@H]1[C@H](C1)C1=C(N=NC(=C1)C=1C(=NC(=NC1)OC)OC)C#CC(C)C)F 4-((1S,2S)-2-(difluoromethyl)cyclopropyl)-6-(2,4-dimethoxypyrimidin-5-yl)-3-(3-Methylbut-1-yn-1-yl)pyridazine